ClC1=C(C(=CC=C1)F)C1=NOC(=C1CO[C@H]1[C@@H]2CN([C@H](C1)C2)C=2SC1=C(N2)C(=CC(=C1)C(=O)O)C)C1CC1 2-[(1S,4S,5R)-5-{[3-(2-chloro-6-fluorophenyl)-5-cyclopropyl-1,2-oxazol-4-yl]methoxy}-2-azabicyclo[2.2.1]heptan-2-yl]-4-methyl-1,3-benzothiazole-6-carboxylic acid